FC1(CC1)S(=O)(=O)N[C@@H]1[C@@H](N(CC12CC2)C(=O)[C@@H]2OCC2)CC=2C(=C(C=CC2)C2=CC(=CC(=C2)F)F)F 1-fluoro-N-((6S,7S)-5-((R)-oxetane-2-carbonyl)-6-((2,3',5'-trifluoro-[1,1'-biphenyl]-3-yl)methyl)-5-azaspiro[2.4]heptan-7-yl)cyclopropane-1-sulfonamide